FC(CNC(=O)C1=CN=C2N1C=C(C=C2)C2=CNC1=NC=C(C=C12)C=1C(=NC=CC1C)C)F N-(2,2-difluoroethyl)-6-(5-(2,4-dimethylpyridin-3-yl)-1H-pyrrolo[2,3-b]pyridin-3-yl)imidazo[1,2-a]pyridine-3-carboxamide